N-cyano-1'-((7-ethyl-6-carbonyl-5,6-dihydro-1,5-naphthyridin-3-yl)methyl)-1',2',3',6'-tetrahydro-[3,4'-bipyridine]-6-carboxamide C(#N)NC(=O)C1=CC=C(C=N1)C=1CCN(CC1)CC=1C=NC=2C=C(C(NC2C1)=C=O)CC